C(C)(C)(C)OC(=O)N1C(CNCC1)C1=NC(=C(C=C1)[N+](=O)[O-])\C=C\N(C)C [6-((E)-2-dimethylamino-vinyl)-5-nitro-pyridin-2-yl]-piperazine-1-carboxylic acid tert-butyl ester